1-phenyl-3-(m-tolyl)prop-2-en-1-one O-acetyl oxime C(C)(=O)ON=C(C=CC=1C=C(C=CC1)C)C1=CC=CC=C1